N,N'-Bis(1,4-dimethylpentyl)-p-phenylen-diamin CC(CCC(C)C)NC1=CC=C(C=C1)NC(CCC(C)C)C